NC1(CCC1)C1=CC=C(C=C1)N1C(=NC=2C1=NC(=CC2)C2=CC(=CC=C2)N2CCOCC2)C=2C(=NC=CC2)N 3-(3-(4-(1-aminocyclobutyl)phenyl)-5-(3-morpholinophenyl)-3H-imidazo[4,5-b]pyridin-2-yl)pyridin-2-amine